FC(CCC=1SC(=CN1)C(=O)O)(F)F 2-(3,3,3-trifluoropropyl)thiazole-5-carboxylic acid